ClC1=CC=C2[C@@H](CC(C2=C1)=O)C1=CC=CC=C1 (S)-6-Chloro-3-phenyl-indan-1-one